13Z,16Z,19Z-docosatrienoic acid CC/C=C\C/C=C\C/C=C\CCCCCCCCCCCC(=O)O